6,7-Difluoro-2,3-dihydro-1-benzothiin-4-one FC=1C(=CC2=C(C(CCS2)=O)C1)F